tert-butyl 4-(5-amino-4-carbamoyl-3-(2-phenylquinolin-7-yl)-1H-pyrazol-1-yl)piperidine-1-carboxylate NC1=C(C(=NN1C1CCN(CC1)C(=O)OC(C)(C)C)C1=CC=C2C=CC(=NC2=C1)C1=CC=CC=C1)C(N)=O